rac-(7S)-7-tert-butyl-N-[rac-(1R)-3-(dimethylamino)-1-[3-[[rac-(3R,4R)-4-hydroxypyrrolidin-3-yl]carbamoyl]phenyl]propyl]-5,6,7,8-tetrahydrothiazolo[5,4-b]quinoline-2-carboxamide C(C)(C)(C)[C@@H]1CC=2C=C3C(=NC2CC1)SC(=N3)C(=O)N[C@H](CCN(C)C)C3=CC(=CC=C3)C(N[C@@H]3CNC[C@H]3O)=O |r|